FC(S(=O)(=O)O)(F)F.C(CCCCC)N1CN(C=C1)C 1-hexyl-3-methylimidazole trifluoromethanesulfonate salt